N-hydroxy-8-oxo-8-(1,3,4,5-tetrahydro-2H-pyrido[4,3-b]indol-2-yl)octanoyl-amide O[N-]C(CCCCCCC(N1CC2=C(NC=3C=CC=CC23)CC1)=O)=O